C(C1CO1)OCCC[Si](OC)(OC)CC (3-glycidoxypropyl)ethyldimethoxysilane